1-[6-[6-[[6-[(3-fluoroazetidin-1-yl)methyl]pyridazin-3-yl]amino]pyrazolo[1,5-a]pyridin-3-yl]-3-(1-hydroxyethyl)pyridin-2-yl]-5-methylpyrazole-3-carbonitrile FC1CN(C1)CC1=CC=C(N=N1)NC=1C=CC=2N(C1)N=CC2C2=CC=C(C(=N2)N2N=C(C=C2C)C#N)C(C)O